ClC1=C(C(=O)OC(C)C)C=CC=C1N1N=CC2=C1COC[C@@H]2NC(=O)C=2N=CN1C2CCCC1 Isopropyl (R)-2-chloro-3-(4-(5,6,7,8-tetrahydroimidazo[1,5-a]pyridine-1-carboxamido)-4,7-dihydropyrano[3,4-c]pyrazol-1(5H)-yl)benzoate